COC1=C(C=C(C=C1)C1(CC1)C#N)[N+](=O)[O-] 1-(4-methoxy-3-nitrophenyl)cyclopropanecarbonitrile